C1(CC1)C=1C(=C(C(=O)NC2=CC(=CC=C2)[S@@](=O)(=N)C)C(=CN1)F)OC=1C(=NC(=CC1)F)C (R)-2-cyclopropyl-5-fluoro-3-((6-fluoro-2-methylpyridin-3-yl)oxy)-N-(3-(S-methylsulfonimidoyl)phenyl)isonicotinamide